C(C)(=O)OC1=C(C=CC=C1)NC(=O)NC1=CC=CC=C1 N-[2-(acetoxy)phenyl]-N'-phenylurea